C(C)(C)(C)OC(=O)N1C=C(C2=CC(=C(C=C12)Cl)C1=CC=C(OCCCC(=O)O)C=C1)C(=O)OCC1=CC=C(C=C1)OC 4-(4-(1-(tert-butoxycarbonyl)-6-chloro-3-(((4-methoxybenzyl)oxy)carbonyl)-1H-indol-5-yl)phenoxy)butanoic acid